C(C)(C)(C)N1N=CC(=C1F)C(=O)NC=1C(=NC(=C(C1)C=1C=C(C=2N(C1)C(=CN2)F)N2CCOCC2)C)F 1-Tert-butyl-5-fluoro-N-{2-fluoro-5-[3-fluoro-8-(morpholin-4-yl)imidazo[1,2-a]pyridin-6-yl]-6-methylpyridin-3-yl}pyrazole-4-carboxamide